ClC=1C=C(C=C(C1)Cl)C1=NC(=CC(=C1)CN1CCC(CC1)CNC(C)=O)O N-((1-((2-(3,5-dichlorophenyl)-6-hydroxypyridin-4-yl)methyl)piperidin-4-yl)methyl)acetamide